FC1=C2C(=CNC2=CC=C1)C(CC#N)=O 3-(4-fluoro-1H-indol-3-yl)-3-oxo-propionitrile